COC1=C(C2=CC=CC=C2C(=C1)OC(C)=O)OC(C=C)=O 2-methoxy-4-acetoxy-1-acryloyloxynaphthalene